4-cyano-N-[(1s,4s)-4-{[2-(trifluoromethyl)imidazo[1,2-a]pyridin-5-yl]amino}cyclohexyl]benzamide C(#N)C1=CC=C(C(=O)NC2CCC(CC2)NC2=CC=CC=3N2C=C(N3)C(F)(F)F)C=C1